mono-vinyl-urethane trans-dimethyl-1,4-cyclohexanedicarboxylate COC(=O)[C@@H]1CC[C@H](CC1)C(=O)OC.C(=C)NC(=O)OCC